C(C=C)(=O)OC1=C(C(=CC=C1)F)C1=C(C=C2C(=NC(=NC2=C1F)OCC(=O)N(C)C)N1CCN(CC1)C(C=C)=O)Cl 2-(4-(4-acryloyl-piperazin-1-yl)-6-chloro-2-(2-(dimethylamino)-2-oxoethoxy)-8-fluoroquinazolin-7-yl)-3-fluorophenyl acrylate